COCCN1C(=NC2=C1C=CC(=C2N2[C@@H](CCC2)CNC(OC(C)(C)C)=O)[N+](=O)[O-])C (S)-tert-butyl (1-(1-(2-methoxyethyl)-2-methyl-5-nitro-1H-benzo[d]imidazol-4-yl)pyrrolidin-2-yl)methylcarbamate